NC1=C(C(=O)NC=2SC(=CN2)[N+](=O)[O-])C=CC=C1 2-amino-N-(5-nitrothiazol-2-yl)benzamide